OC(CN(C(CCC(=O)OCCN1CCN(CC1)CCSSCCCN(CC(CCCCCC\C=C/C\C=C/C\C=C/CC)O)CC(CCCCCC\C=C/C\C=C/C\C=C/CC)O)C)CC(CCCCCCCC)O)CCCCCCCC 2-(4-(2-((3-(Bis((9Z,12Z,15Z)-2-hydroxyoctadeca-9,12,15-trien-1-yl)amino)propyl)disulfaneyl)ethyl)piperazin-1-yl)ethyl 4-(bis(2-hydroxydecyl)amino)pentanoate